6-Octyltetrahydro-2h-Pyran-2-One C(CCCCCCC)C1CCCC(O1)=O